FC1=CC(=C2C(=NN(C2=C1)COCC[Si](C)(C)C)CCN(C)C)OC 2-(6-fluoro-4-methoxy-1-((2-(trimethylsilyl)ethoxy)methyl)-1H-indazol-3-yl)-N,N-dimethylethan-1-amine